C1(CC1)C1=C(C(=NO1)C1=C(C=CC=C1Cl)Cl)C1=CC2(C1)CCN(CC2)C2=CC=CC=1N2C(=NC1C(=O)O)C(F)(F)F (2-(5-cyclopropyl-3-(2,6-dichlorophenyl)isoxazol-4-yl)-7-azaspiro[3.5]non-1-en-7-yl)-3-(trifluoromethyl)imidazo[1,5-a]pyridine-1-carboxylic acid